ClC1=NC=C(C(=C1)C1=C(C=NC(=C1)C)C(=O)NC=1SC2=C(N1)CN(C2)C(C2=NC(=CC=C2Cl)C)=O)OC 2'-Chloro-N-(5-(3-chloro-6-methyl-picolinoyl)-5,6-dihydro-4H-pyrrolo[3,4-d]thiazol-2-yl)-5'-methoxy-6-methyl-[4,4'-bipyridine]-3-carboxamide